FC1=CC=C(C=C1)C([C@@H](C(=O)NC1=CC=C(C=C1)C1=C(C=NC=C1)OC)NC(=O)C1=CC=NN1C)C1=CC=C(C=C1)F (S)-N-(1,1-bis(4-fluorophenyl)-3-((4-(3-methoxypyridin-4-yl)phenyl)amino)-3-oxopropan-2-yl)-1-methyl-1H-pyrazole-5-carboxamide